NC=1C(NC(N(N1)C1=CC(=C(C(=C1)Cl)OC=1C=C2C(=CC(=NC2=CC1)C1=CC(=CC(=C1)F)Cl)C)Cl)=O)=O 6-amino-2-(3,5-dichloro-4-((2-(3-chloro-5-fluorophenyl)-4-methylquinolin-6-yl)oxy)phenyl)-1,2,4-triazine-3,5(2h,4h)-dione